(R)-N-(4-((4-cyclohexylphenyl)amino)-2-(2-methylmorpholino)pyrido[2,3-d]pyrimidin-6-yl)acetamide C1(CCCCC1)C1=CC=C(C=C1)NC=1C2=C(N=C(N1)N1C[C@H](OCC1)C)N=CC(=C2)NC(C)=O